S1C=NC2=C1C=CC=C2COC=2C(=CC(=C(C2)N2C(NC=1C(C2=O)=C(SC1)C(=O)O)=O)F)OC 3-[5-(1,3-benzothiazol-4-ylmethoxy)-2-fluoro-4-methoxyphenyl]-2,4-dioxo-1H-thieno[3,4-d]pyrimidine-5-carboxylic acid